5-(2-{[4-(piperidine-1-carbonyl)phenyl]methoxy}phenyl)pyrimidin-2-amine N1(CCCCC1)C(=O)C1=CC=C(C=C1)COC1=C(C=CC=C1)C=1C=NC(=NC1)N